2-(1H-indol-3-yl-2,4,5,6,7-d5)-N,N-bis(methyl-d3)ethan-1-amine-1,1,2,2-d4 N1C(=C(C2=C(C(=C(C(=C12)[2H])[2H])[2H])[2H])C(C(N(C([2H])([2H])[2H])C([2H])([2H])[2H])([2H])[2H])([2H])[2H])[2H]